COC1=CC=C(C(=O)N[C@H]2C[C@H](CCC2)NC(OC(C)(C)C)=O)C=C1 tert-butyl ((1S,3R)-3-(4-methoxybenzamido)cyclohexyl)-carbamate